(1,2-dioleoxypropyl)trimethylammonium chloride [Cl-].C(CCCCCCC\C=C/CCCCCCCC)OC(C(C)OCCCCCCCC\C=C/CCCCCCCC)[N+](C)(C)C